C(C)(C)(C)N(C(O)=O)C1=C(C(=CC(=C1)C)Br)C.OC1CCN(CC1)C=1C(=NC=CC1)C(=O)NC=1SC=C(N1)C1=C(C=CC=C1)COC (4-hydroxypiperidin-1-yl)-N-(4-(2-(methoxymethyl)phenyl)thiazol-2-yl)picolinamide Tert-butyl(3-bromo-2,5-dimethylphenyl)carbamate